C[Si](C#CC(N)([2H])[2H])(C)C 3-(trimethylsilyl)prop-2-yn-1,1-d2-1-amine